COC1=C(C=CC=C1C1=CC(=NO1)N1CCNCC1)C1=CC=C(C=C1)NC(C)=O N-{2'-methoxy-3'-(3-(piperazin-1-yl)isoxazol-5-yl)-[1,1'-biphenyl]-4-yl}acetamide